C(C)(C)(C)OC(=O)N1CC(CCC1)C1=NN(C=C1)C1=NC(=C2N=C(N(C2=N1)C)C1=CC=NC=C1)N1CCOCC1 3-(1-(9-methyl-6-morpholino-8-(pyridin-4-yl)-9H-purin-2-yl)-1H-pyrazol-3-yl)piperidine-1-carboxylic acid tert-butyl ester